Ethyl 2,3,4,6-tetra-O-benzoyl-β-D-galactopyranosyl-(1→4)-3,6-di-O-benzyl-2-deoxy-2-phthalimido-1-thio-β-D-glucopyranoside C(C1=CC=CC=C1)(=O)O[C@H]1[C@@H](O[C@@H]([C@@H]([C@@H]1OC(C1=CC=CC=C1)=O)OC(C1=CC=CC=C1)=O)COC(C1=CC=CC=C1)=O)O[C@H]1[C@@H]([C@H]([C@H](SCC)O[C@@H]1COCC1=CC=CC=C1)N1C(C=2C(C1=O)=CC=CC2)=O)OCC2=CC=CC=C2